1-(3-chloro-4,5,6,7-tetrahydropyrazolo[1,5-a]pyridine-2-yl)-5-[methyl-(prop-2-enyl)amino]pyrazole-4-nitrile ClC=1C(=NN2C1CCCC2)N2N=CC(=C2N(CC=C)C)C#N